[Pb].[Ca] calcium-lead